P(=O)(O)(O)OC[C@@H]1[C@H]([C@H]([C@@H](O1)N1C=NC=2C(=O)NC(N)=NC12)OC)O O-methylguanosine 5'-phosphate